C(C=C)OCC(C(=O)NCCN(CP(O)(O)=O)CP(O)(O)=O)(C)COCC=C ((((2,2-bis(allyloxymethyl)propanamido)ethyl)azanediyl)-bis(methylene))-bis(phosphonic acid)